C1(=CC=CC=C1)SC1=C(C=CC=C1)C1=CC=C(C=C1)C(=O)N 2'-(phenylthio)-[1,1'-biphenyl]-4-carboxamide